C(C)(C)(C)OC(=O)N1C2(CC2)CN(CC1)C1=NC=NC(=C1)C#N 7-(6-Cyanopyrimidin-4-yl)-4,7-diazaspiro[2.5]octane-4-carboxylic acid tert-butyl ester